N-((R)-(4-chloro-2,5-difluorophenyl)(3-oxetanyl)methyl)-1-(3-(methylsulfonyl)benzoyl)-D-prolinamide ClC1=CC(=C(C=C1F)[C@H](NC([C@@H]1N(CCC1)C(C1=CC(=CC=C1)S(=O)(=O)C)=O)=O)C1COC1)F